O1CCN(CC1)C1=NC=C(C=N1)C1=CC2=C(N=C3COC[C@@H](N32)C3=CC=CC=C3)C=C1 (S)-7-(2-morpholinopyrimidin-5-yl)-4-phenyl-3,4-dihydro-1H-benzo[4,5]imidazo[2,1-c][1,4]oxazine